ClC1=C(C=C(C(=C1)COC1(CC1)C=1C=NC=CC1C1=C(C=CC=C1)OC1CC1)Cl)CCCCN(C([C@@H]([C@H]([C@@H]([C@@H](CO)O)O)O)O)=O)CCS(N)(=O)=O (2R,3S,4R,5R)-N-{4-[2,5-dichloro-4-({1-[4-(2-cyclopropoxyphenyl)pyridin-3-yl]cyclopropoxy}methyl)phenyl]butyl}-2,3,4,5,6-pentahydroxy-N-(2-sulfamoylethyl)hexanamide